triazocine hydrochloride Cl.N1=NN=CC=CC=C1